6-Bromo-2-chloro-3-fluoropyridine-4-carboxamide BrC1=CC(=C(C(=N1)Cl)F)C(=O)N